2-[(4-chlorophenyl)methyl]-2-azaspiro[3.3]heptan-6-ol ClC1=CC=C(C=C1)CN1CC2(C1)CC(C2)O